(S)-3-hydroxy-4-methoxy-N-(3-methyl-1-(5-(4-(trifluoromethyl)phenyl)-1,2,4-oxadiazol-3-yl)butyl)picolinamide OC=1C(=NC=CC1OC)C(=O)N[C@@H](CC(C)C)C1=NOC(=N1)C1=CC=C(C=C1)C(F)(F)F